ClC1=C(C=C2C(=C(N(C2=C1F)C)C1=NNC(=N1)C(=O)N1C[C@@H](CCC1)O)N1C=NC=C1)OC (R)-(3-(6-chloro-7-fluoro-3-(1H-imidazol-1-yl)-5-methoxy-1-methyl-1H-indol-2-yl)-1H-1,2,4-triazol-5-yl)(3-hydroxypiperidin-1-yl)methanone